5-[2-(ethylthio)propyl]-3-hydroxy-2-cyclohexene-1-one C(C)SC(CC1CC(=CC(C1)=O)O)C